BrC1=C(N(N=C1)C)C=1C=C(C=CC1OC)NC(=O)NC1=CC=C(C=C1)F 1-[3-(4-Bromo-2-methyl-2H-pyrazol-3-yl)-4-methoxyphenyl]-3-(4-fluoro-phenyl)-urea